3-(5-(1-ethyl-5-methoxy-1H-pyrazol-3-yl)-1-oxoisoindolin-2-yl)piperidine-2,6-dione C(C)N1N=C(C=C1OC)C=1C=C2CN(C(C2=CC1)=O)C1C(NC(CC1)=O)=O